1,1-bis(t-butylperoxycarboxyl)hexane C(C)(C)(C)OOOC(=O)C(CCCCC)C(=O)OOOC(C)(C)C